C(C)[C@@H]1N(C[C@H](N(C1)C(C)C1=CC=C(C=C1)CN1C[C@@H](CCC1)O)CC)C=1C2=C(N(C(N1)=O)C)C=CC(=N2)C#N 4-((2S,5R)-2,5-diethyl-4-(1-(4-(((R)-3-hydroxypiperidin-1-yl)methyl)phenyl)ethyl)piperazin-1-yl)-1-methyl-2-oxo-1,2-dihydropyrido[3,2-d]pyrimidine-6-carbonitrile